(methylamino)-3-nitrophenol CNC1=C(C=CC=C1[N+](=O)[O-])O